COC(=O)[C@@]1(CN(CCC1(F)F)CC=C)C (S)-1-allyl-4,4-difluoro-3-methylpiperidine-3-carboxylic acid methyl ester